tert-butyl 2-((3-(1-(4-bromophenyl)cyclopropyl)-1,2,4-oxadiazol-5-yl)methyl)acrylate BrC1=CC=C(C=C1)C1(CC1)C1=NOC(=N1)CC(C(=O)OC(C)(C)C)=C